BrC1=C(C2=CC=CC=C2C=C1)C(=O)O bromonaphthoic acid